3-Bromo-5-chloro-4-methoxy-2-methylaniline BrC=1C(=C(N)C=C(C1OC)Cl)C